Heptane di-TFA salt OC(=O)C(F)(F)F.OC(=O)C(F)(F)F.CCCCCCC